4-(4-(3-bromo-1H-pyrrolo[2,3-b]pyridin-4-yl)phenyl)piperidin-4-ol BrC1=CNC2=NC=CC(=C21)C2=CC=C(C=C2)C2(CCNCC2)O